IC(C(C(C(F)(F)F)(F)F)(F)F)(F)F 4-iodononafluorobutane